phenyl-cyclopentyl-oxirane C1(=CC=CC=C1)C1(OC1)C1CCCC1